ClC=1C=C(C=CC1Cl)C=1N=C(SC1C(C)C)NC1=C(C=C(C=N1)C1=NC=CC=C1)C(=O)O 6'-(4-(3,4-dichlorophenyl)-5-isopropylthiazol-2-ylamino)-2,3'-bipyridine-5'-carboxylic acid